ClC=1C(=NC(=NC1)N[C@@H]1[C@H](CC(CC1)(F)F)O)C=1C=C(C2=C(N(C(=N2)[C@H]2CN(CC2)C(=O)OC)C(C)C)C1)F methyl (R)-3-(6-(5-chloro-2-(((1S,2S)-4,4-difluoro-2-hydroxycyclohexyl)amino)pyrimidin-4-yl)-4-fluoro-1-isopropyl-1H-benzo[d]imidazol-2-yl)pyrrolidine-1-carboxylate